ClC1=CC(=NC=C1)CNC(=O)C=1NC=CN1 N-[(4-chloropyridin-2-yl)methyl]-1H-imidazole-2-carboxamide